2-Acryloamido-2-methylpropan C(C=C)(=O)NC(C)(C)C